(6S)-6-[2-Chloro-3-(6-chloro-pyridin-3-yl)phenyl]-2-imino-6-methyl-3-[(2S,4S)-2-methyl-tetrahydropyran-4-yl]hexahydro-pyrimidin-4-one trifluoroacetic acid salt FC(C(=O)O)(F)F.ClC1=C(C=CC=C1C=1C=NC(=CC1)Cl)[C@@]1(CC(N(C(N1)=N)[C@@H]1C[C@@H](OCC1)C)=O)C